2-oxo-1,2-dihydropyridine-3-carboxamide hydrochloride Cl.O=C1NC=CC=C1C(=O)N